tert-butyl(4-((6-methyl-2-(4-((4-(2-(N-methylmethylsulfonamido)benzoyl)-3,4-dihydro-2H-benzo[b][1,4]oxazin-7-yl)sulfonyl)piperazin-1-yl)pyrimidin-4-yl)oxy)but-2-yn-1-yl)carbamate C(C)(C)(C)OC(NCC#CCOC1=NC(=NC(=C1)C)N1CCN(CC1)S(=O)(=O)C=1C=CC2=C(OCCN2C(C2=C(C=CC=C2)N(S(=O)(=O)C)C)=O)C1)=O